[Yb].IC1=C(C(=NC=C1)NC(C)=O)C N-(4-iodo-3-methylpyridin-2-yl)acetamide ytterbium